FC1(COC1)CN1N=CC=2C=NC(=CC21)C2=NN(C=C2N)C2OCCCC2 3-[1-[(3-fluorooxetan-3-yl)methyl]pyrazolo[4,3-c]pyridin-6-yl]-1-tetrahydropyran-2-yl-pyrazol-4-amine